3-(((S)-oxetan-2-yl)methyl)-3H-imidazolo[4,5-b]pyridine-5-carboxylic acid O1[C@@H](CC1)CN1C=NC=2C1=NC(=CC2)C(=O)O